6-(8-fluoro-7-(8-(fluoromethyl)naphthalen-1-yl)-2-((hexahydro-1H-pyrrolizin-7a-yl)methoxy)pyrido[4,3-d]pyrimidin-4-yl)-1,6-diazaspiro[3.5]nonan-2-one FC1=C(N=CC2=C1N=C(N=C2N2CC1(CC(N1)=O)CCC2)OCC21CCCN1CCC2)C2=CC=CC1=CC=CC(=C21)CF